ClC=1C(=NC=CC1I)N1CCC(CC1)NC(OC(C)(C)C)=O t-butyl (1-(3-chloro-4-iodopyridin-2-yl)piperidin-4-yl)carbamate